ClC=1C=C(C=C(C1F)Cl)[C@@]1(CC(=NO1)C1=CC(=C(C(=O)N[C@H]2C(N(OC2)CC)=O)C=C1)C)C(F)(F)F 4-[(5S)-5-(3,5-dichloro-4-fluoro-phenyl)-5-(trifluoromethyl)-4H-isoxazol-3-yl]-N-[(4R)-2-ethyl-3-oxo-isoxazolidin-4-yl]-2-methyl-benzamide